N1C(=NC2=C1C=CC=C2)CNCCC=2SC=C(N2)C(=O)NCC2=C(C=CC=C2)OC(F)F 2-{2-[(1H-1,3-Benzodiazol-2-ylmethyl)amino]ethyl}-N-{[2-(difluoromethoxy)phenyl]methyl}-1,3-thiazole-4-carboxamide